Methyl-diisopropylpropionamide CCC(C(=O)N)(C(C)C)C(C)C